2-[4-(bromomethyl)phenyl]-5-(1,1-difluoroethyl)pyridine BrCC1=CC=C(C=C1)C1=NC=C(C=C1)C(C)(F)F